4,4-bis(((E)-hex-2-en-1-yl)oxy)butanenitrile C(\C=C\CCC)OC(CCC#N)OC\C=C\CCC